6-(1,5,6,7,8,9-hexahydroimidazo[4',5':4,5]benzo[1,2-d]azepin-2-yl)-7-(((1s,3s)-3-hydroxycyclobutyl)amino)thieno[3,2-b]pyridin-5(4H)-one N1C(=NC2=CC3=C(CCNCC3)C=C21)C2=C(C1=C(NC2=O)C=CS1)NC1CC(C1)O